ClC=1C(=C(C=CC1)C(C1CCC1)N(CCNC(OC(C)(C)C)=O)C1CC1)F tert-butyl (2-(((3-chloro-2-fluorophenyl)(cyclobutyl)methyl)(cyclopropyl)amino)ethyl)carbamate